(S)-pyrrolidine-2-acetic acid hydrochloride Cl.N1[C@@H](CCC1)CC(=O)O